The molecule is a tetrapeptide composed of L-alanine, L-valine, L-aspartic acid, and L-proline joined in sequence by peptide linkages. It has a role as a metabolite. It derives from a L-alanine, a L-valine, a L-aspartic acid and a L-proline. C[C@@H](C(=O)N[C@@H](C(C)C)C(=O)N[C@@H](CC(=O)O)C(=O)N1CCC[C@H]1C(=O)O)N